F[C@H]1CN(C[C@H]1F)C=1OC2=C(C=C(C=C2C(C1C)=O)C)[C@@H](C)NC1=C(C(=O)O)C=CC=C1 2-[[(1R)-1-[2-[(3S,4R)-3,4-Difluoropyrrolidin-1-yl]-3,6-dimethyl-4-oxo-chromen-8-yl]ethyl]amino]benzoic acid